(1-ethyl-1H-pyrazol-4-yl)(3-iodo-1-methyl-1H-pyrazol-4-yl)methanol C(C)N1N=CC(=C1)C(O)C=1C(=NN(C1)C)I